ClC1=NC=2N(C3=CC(=C(C=C13)OC)OC)C=NN2 5-chloro-7,8-dimethoxy-[1,2,4]triazolo[4,3-a]quinazoline